BrC=1C=C(C(=C(C1)N(C1CCC(CC1)NC(OC(C)(C)C)=O)CC)C)C(NCC=1C(NC(=CC1C)C)=O)=O tert-butyl ((1r,4r)-4-((5-bromo-3-(((4,6-dimethyl-2-oxo-1,2-dihydropyridin-3-yl)methyl)carbamoyl)-2-methylphenyl)(ethyl)amino)cyclohexyl)-carbamate